di-tert-hexyl peroxide C(C)(C)(CCC)OOC(C)(C)CCC